4-ethyl-4-ethynylpiperidine-1-carboxylate C(C)C1(CCN(CC1)C(=O)[O-])C#C